tert-butyl (2-(2-(4,5-dibromo-2-methyl-3,6-dioxo-3,6-dihydropyridazin-1(2H)-yl)acetamido)ethyl)carbamate BrC=1C(N(N(C(C1Br)=O)CC(=O)NCCNC(OC(C)(C)C)=O)C)=O